C1(=CC=CC=C1)C=1C2=C(C(NC1C1=CC=CC=C1)=O)SC=C2 4,5-diphenylthieno[2,3-c]Pyridin-7(6H)-one